GEranate C(\C=C(/C)\CCC=C(C)C)(=O)[O-]